C(C)(=O)O.C(C)(=O)O.OC1=C(C=CC=C1)NCCNC1=C(C=CC=C1)O bis(2-hydroxyphenyl)ethylenediamine diacetic acid